octadeca-9,12-dien-1-ol C(CCCCCCCC=CCC=CCCCCC)O